9-decyne CCCCCCCCC#C